OC=1C(=NC(=C(C1CCC(=O)O)C)CC1=CC(=CC=C1)OC1=CC=CC=C1)CCC 3-(3-hydroxy-5-methyl-6-(3-phenoxybenzyl)-2-propylpyridin-4-yl)propionic acid